Tert-butyl (S)-4-bromo-2-((R)-1-(((R)-tert-butylsulfinyl)amino)but-3-en-1-yl)-5-chloro-6-fluoro-2-phenylindoline-1-carboxylate BrC1=C2C[C@](N(C2=CC(=C1Cl)F)C(=O)OC(C)(C)C)(C1=CC=CC=C1)[C@@H](CC=C)N[S@](=O)C(C)(C)C